2-methylene-triethylene glycol C=C(CO)OCCOCCO